C/C(/C(=O)N[C@H](CCC(=O)N[C@@H](CCCCN)C(=O)O)C(=O)O)=C\[C@H](C(C)C)N(C([C@@H](NC([C@@H](NC)C(C1=CN(C2=CC=CC=C12)C)(C)C)=O)C(C)(C)C)=O)C N-{(2E,4S)-2,5-Dimethyl-4-[methyl(N,β,β,1-tetramethyl-L-tryptophyl-3-methyl-L-valyl)amino]hex-2-enoyl}-D-γ-glutamyl-L-lysine